(S)-2-(2,6-difluorobenzoylamino)-3-((R)-8-(4-fluoro-2-methoxy-6-(trifluoromethyl)phenyl)quinolin-5-yl)propionic acid FC1=C(C(=O)N[C@H](C(=O)O)CC2=C3C=CC=NC3=C(C=C2)C2=C(C=C(C=C2C(F)(F)F)F)OC)C(=CC=C1)F